C(C)(C)(C)OC(NC1=CC=C2C(=NN(C2=C1)C)C=1C(=NC(=CC1)OCC1=CC=CC=C1)OCC1=CC=CC=C1)=O (3-(2,6-bis(benzyloxy)pyridin-3-yl)-1-methyl-1H-indazol-6-yl)carbamic acid tert-butyl ester